ClCC1=NSC(=N1)NC(=O)C1=C(OC(=C1)C1=CC(=CC=C1)OC(F)F)C N-(3-(chloromethyl)-1,2,4-thiadiazol-5-yl)-5-(3-(difluoromethoxy)phenyl)-2-methylfuran-3-carboxamide